FC1(CN(CC(C1)(C)C)C=1C=2N(N=C(C1)C=1C(NC(NC1)=O)=O)C=CN2)F 5-(8-(3,3-difluoro-5,5-dimethylpiperidin-1-yl)imidazo[1,2-b]pyridazin-6-yl)pyrimidine-2,4(1H,3H)-dione